C(C)O[Si](OCC)(OCC)CC1=CC=CC2=C1C1=C(N2)C=CC=C1 9-(triethoxysilylmethyl)dibenzopyrrole